methyl succinamate C(CCC(=O)N)(=O)OC